4-((4-(3-chloro-4-methylphenyl)-2-(hydroxymethyl)piperazin-1-yl)methyl)-N-((2-(2,6-dioxopiperidin-3-yl)-1-oxoisoindolin-5-yl)methyl)benzamide ClC=1C=C(C=CC1C)N1CC(N(CC1)CC1=CC=C(C(=O)NCC=2C=C3CN(C(C3=CC2)=O)C2C(NC(CC2)=O)=O)C=C1)CO